ClC1=C(C=C2C(CCS2)=C1C(=O)O)C 5-chloro-6-methyl-2,3-dihydro-1-benzothiophene-4-carboxylic acid